OCC1=C(C=CC=C1)\C(\C(=O)O)=N/OC (E)-2-(2-hydroxymethyl-phenyl)-methoxyiminoacetic acid